dl-2,6-diketophenylcarbodiimide O=C1C(C(C=CC1)=O)N=C=N